5-(trifluoromethyl)-N-(4-(trifluoromethyl)bicyclo[2.2.2]octan-1-yl)benzamide FC(C=1C=CC=C(C(=O)NC23CCC(CC2)(CC3)C(F)(F)F)C1)(F)F